4-(((R)-1-(3-(difluoromethyl)-2-fluorophenyl)ethyl)amino)-6-((R)-2,2-dimethyltetrahydro-2H-pyran-4-yl)-2-methyl-2,6-dihydropyrido[3,4-d]pyridazine-1,7-dione FC(C=1C(=C(C=CC1)[C@@H](C)NC1=NN(C(C=2C1=CN(C(C2)=O)[C@H]2CC(OCC2)(C)C)=O)C)F)F